((2-(((S)-1-((S)-2-((4-chlorobenzyl)(methyl)carbamoyl)pyrrolidin-1-yl)-3,3-dimethyl-1-oxobutan-2-yl)carbamoyl)benzo[b]thiophen-5-yl)difluoromethyl)phosphonic acid ClC1=CC=C(CN(C(=O)[C@H]2N(CCC2)C([C@H](C(C)(C)C)NC(=O)C2=CC3=C(S2)C=CC(=C3)C(F)(F)P(O)(O)=O)=O)C)C=C1